tert-butyl 2-bromo-3-ethyl-4-isopropyl-5-(8-methyl-[1,2,4]triazolo[1,5-a]pyridin-6-yl)thieno[2,3-b]pyrrole-6-carboxylate BrC1=C(C2=C(N(C(=C2C(C)C)C=2C=C(C=3N(C2)N=CN3)C)C(=O)OC(C)(C)C)S1)CC